N1[N+](=NC=C1)[O-] 1,2,3-triazole-2-oxide